COC1=CC=C2C=NN(C2=C1NS(=O)(=O)C=1C=NC(=CC1)C=1N=C(SC1)C)C N-(6-methoxy-1-methylindazol-7-yl)-6-(2-methyl-1,3-thiazol-4-yl)pyridine-3-sulfonamide